N1(CCOCC1)C=1OC2=C3C(=CC=C2C(C1)=S)C=CC=C3 2-Morpholin-4-yl-benzo[h]chromene-4-thione